2-(2,2,2-trifluoro-acetylamino)-4,7-dihydro-5H-thieno[2,3-c]pyran-3-carboxylic acid (4-fluoro-phenyl)-amide FC1=CC=C(C=C1)NC(=O)C1=C(SC=2COCCC21)NC(C(F)(F)F)=O